5-methyl-1-[5-(trifluoromethyl)pyrazin-2-yl]pyrazol CC1=CC=NN1C1=NC=C(N=C1)C(F)(F)F